2-(4-bromobenzylidene)1,3-indenedione BrC1=CC=C(C=C2C(C3=CC=CC=C3C2=O)=O)C=C1